BrC1=CC(=C(C(=C1)[N+](=O)[O-])N[C@@H]1C[C@H](N(C1)C(=O)OC(C)(C)C)C(=O)O)C(=O)N1C[C@H](O[C@H](C1)C)C (2S,4R)-4-((4-bromo-2-((2R,6S)-2,6-dimethylmorpholin-4-carbonyl)-6-nitrophenyl)amino)-1-(tert-butoxycarbonyl)pyrrolidine-2-carboxylic acid